BrC1=CC2=C(N(C(O2)=O)C)C=C1 6-bromo-3-methyl-1,3-benzoxazol-2-one